C(C)(C)(C)OCCN(CCC(C(=O)O)NC(=O)C1=C(C=NC=C1)C(F)(F)F)CCCCC1=NC=2NCCCC2C=C1 4-[2-tert-butoxyethyl-[4-(5,6,7,8-tetrahydro-1,8-naphthyridin-2-yl)butyl]amino]-2-[[3-(trifluoromethyl)pyridine-4-carbonyl]amino]butanoic acid